tert-butyl 5-[(1S,4S,5R)-5-[[5-cyclopropyl-3-(2,6-dichlorophenyl)-1,2-oxazol-4-yl]methoxy]-2-azabicyclo[2.2.1]heptan-2-yl]-1-oxo-2,3-dihydro-1H-isoindole-2-carboxylate C1(CC1)C1=C(C(=NO1)C1=C(C=CC=C1Cl)Cl)CO[C@H]1[C@@H]2CN([C@H](C1)C2)C=2C=C1CN(C(C1=CC2)=O)C(=O)OC(C)(C)C